((2S)-1-(((3S,6S,10aR)-8-ethoxy-3-(hydroxymethyl)-5-oxodecahydropyrrolo[1,2-a]azocine-6-yl)amino)-1-oxopropan-2-yl)(methyl)carbamic acid tert-butyl ester C(C)(C)(C)OC(N(C)[C@H](C(=O)N[C@H]1CC(CC[C@@H]2N(C1=O)[C@@H](CC2)CO)OCC)C)=O